7-(5-methyl-2-(o-tolylamino)pyrimidin-4-yl)-3,4-dihydropyrrolo[1,2-a]pyrazine-1(2H)-one CC=1C(=NC(=NC1)NC1=C(C=CC=C1)C)C=1C=C2N(CCNC2=O)C1